Cl.N1(CCNCC1)C1=CC=C(C=C1)N1C=C(C2=CC=CC=C12)C(=O)NC1=CC=NC=C1 (4-(Piperazin-1-yl)phenyl)-N-(pyridine-4-yl)-1H-indole-3-carboxamide hydrochloride